C1C(CCN2C1C1=CC=CC=C1CC2)O 1H,2H,3H,4H,6H,7H,11bH-pyrido[2,1-a]isoquinolin-2-ol